2,2-dimethyl-7-octoxy-[2H]benzo[h]chromene CC1(OC2=C3C(=CC=C2C=C1)C(=CC=C3)OCCCCCCCC)C